FC=1C=C(C=NC1)N1CC2(CN(C2)C=O)C1 [6-(5-fluoro-3-pyridinyl)-2,6-diazaspiro[3.3]heptan-2-yl]methanone